4-chloro-cyclohexenyl-ethanone ClC1CC=C(CC1)C(C)=O